6-(3-methoxynaphthalen-1-yl)-3-(1H-tetrazol-5-yl)pyrazolo[1,5-a]pyrimidin-7-amine COC=1C=C(C2=CC=CC=C2C1)C=1C=NC=2N(C1N)N=CC2C2=NN=NN2